N-Methyl-3-phenyl-3-(o-tolyloxy)propan-1-amine CNCCC(OC1=C(C=CC=C1)C)C1=CC=CC=C1